COCCCN1C(=C(C=C1C)\C(\C(\C)=N\NC(NCC)=S)=N/NC(NCC)=S)C (2E,2'E)-2,2'-(1-(1-(3-methoxypropyl)-2,5-dimethyl-1H-pyrrol-3-yl)propane-1,2-diylidene)bis(N-ethylhydrazine-1-carbothioamide)